[C].[Mn] manganese carbon salt